N[C@H]1[C@@H](C1)C1=CC=C(C=C1)NC(C(C1=CC=CC=C1)NC(OCC1=CC=CC=C1)=O)=O trans-benzyl 2-(4-(2-aminocyclopropyl)phenylamino)-2-oxo-1-phenylethylcarbamate